2-[3-[3-(trifluoromethyl)phenyl]imidazo[1,2-b]pyridazin-6-yl]-2,7-diazaspiro[3.5]nonane-7-carboxylic acid tert-butyl ester C(C)(C)(C)OC(=O)N1CCC2(CN(C2)C=2C=CC=3N(N2)C(=CN3)C3=CC(=CC=C3)C(F)(F)F)CC1